N,N-dimethylheptacos-15-en-10-amine CN(C(CCCCCCCCC)CCCCC=CCCCCCCCCCCC)C